4-hydroxy-3-(1-methyl-1H-pyrazol-4-yl)piperidine-1-carboxylate OC1C(CN(CC1)C(=O)[O-])C=1C=NN(C1)C